6-chloro-5-[4-[(2-ethyl-3-oxo-4H-quinoxalin-6-yl)methyl]Piperazin-1-yl]-N-methyl-pyridine-2-carboxamide ClC1=C(C=CC(=N1)C(=O)NC)N1CCN(CC1)CC=1C=C2NC(C(=NC2=CC1)CC)=O